2-(6-(1-ethoxyvinyl)pyridin-2-yl)Propionamide C(C)OC(=C)C1=CC=CC(=N1)C(C(=O)N)C